4-(((3aR,5s,6aS)-octahydrocyclopenta[c]pyrrol-5-yl)amino)-1-(benzenesulfonyl)-1H-pyrrolo[2,3-b]pyridine-5-carbonitrile C1NC[C@H]2[C@@H]1CC(C2)NC2=C1C(=NC=C2C#N)N(C=C1)S(=O)(=O)C1=CC=CC=C1